1-(5-((5-chloro-4-(3-(piperidin-1-yl)pyrrolidin-1-yl)pyrimidin-2-yl)amino)pyridin-3-yl)pyrrolidin-2-one ClC=1C(=NC(=NC1)NC=1C=C(C=NC1)N1C(CCC1)=O)N1CC(CC1)N1CCCCC1